1-Methyl 4-((pivaloyloxy) methyl) 2-methylenesuccinate C=C(C(=O)OC)CC(=O)OCOC(C(C)(C)C)=O